4-{(S)-2-(5,6-Dihydro-4H-cyclopenta[d]thiazol-2-yl)-2-[(S)-2-(methoxycarbonylamino)-3-phenylpropanamido]ethyl}phenylsulfamic acid S1C(=NC2=C1CCC2)[C@H](CC2=CC=C(C=C2)NS(O)(=O)=O)NC([C@H](CC2=CC=CC=C2)NC(=O)OC)=O